(R)-N-((1-(6-((4-cyanopyridin-2-yl)amino)-3-methylpyridin-2-carbonyl)-5,5-difluoropiperidin-2-yl)methyl)acetamide C(#N)C1=CC(=NC=C1)NC1=CC=C(C(=N1)C(=O)N1[C@H](CCC(C1)(F)F)CNC(C)=O)C